dimethylthiazolo[5,4-b]pyridine dihydrochloride Cl.Cl.CC1=CC=C2C(=N1)SC(=N2)C